(5-((5-((3S,4S)-4-amino-3-methyl-2-oxa-8-azaspiro[4.5]decan-8-yl)pyrazin-2-yl)thio)-4-chloropyridin-3-yl)dimethylphosphine oxide N[C@@H]1[C@@H](OCC12CCN(CC2)C=2N=CC(=NC2)SC=2C(=C(C=NC2)P(C)(C)=O)Cl)C